(R)-2-chloro-6,7-dimethoxy-N-(piperidin-3-yl)quinazolin-4-amine TFA salt OC(=O)C(F)(F)F.ClC1=NC2=CC(=C(C=C2C(=N1)N[C@H]1CNCCC1)OC)OC